ClC1=NC(=C2N=CN(C2=N1)CC1CC1)N1CCOCC1 4-(2-chloro-9-(cyclopropylmethyl)-9H-purin-6-yl)morpholine